C(C1=CC=CC=C1)OC=1C(=CC=2N=CN=C(C2N1)C=1C(=NN(C1)C)C1=CC=CC=C1)OC 6-(benzyloxy)-7-methoxy-4-(1-methyl-3-phenyl-1H-pyrazol-4-yl)pyrido[3,2-d]pyrimidine